4-[5-(difluoromethyl)-1,3,4-oxadiazol-2-yl]-2-[5-[(4-fluorophenyl)methyl]-1H-pyrazol-1-yl]pyridine FC(C1=NN=C(O1)C1=CC(=NC=C1)N1N=CC=C1CC1=CC=C(C=C1)F)F